BrC=1C=C2C(=C(C=NC2=CC1OC)[N+](=O)[O-])NC1=C(C=NC=C1OC)F 6-bromo-N-(3-fluoro-5-methoxy-4-pyridyl)-7-methoxy-3-nitro-quinolin-4-amine